CC(CCC[Mg]Cl)CC(CCCCCCCCCCCC)C 4,6-dimethyloctadecyl-magnesium chloride